2-(3-(N-methylpyrrolidin-2-yl)imino-4-fluoro-6-methoxyphenylamino)-4-(1-methylindol-3-yl)pyrazolo[1,5-a][1,3,5]Triazine CN1C(CCC1)N=C1CC(=C(C=C1F)OC)NC1=NC=2N(C(=N1)C1=CN(C3=CC=CC=C13)C)N=CC2